FC1=C(C=C(C=C1)F)[C@@](CN1N=CN=C1)([C@@H](C)SSCC=1C=NC=C(C1)F)O (2R,3R)-2-(2,5-difluorophenyl)-3-(((5-fluoropyridin-3-yl)methyl)disulfanyl)-1-(1H-1,2,4-triazol-1-yl)butan-2-ol